(S)-4-fluoro-N'-((8-fluoro-1,2,3,5,6,7-hexahydro-s-indacen-4-yl)carbamoyl)-3-(2-hydroxypropan-2-yl)benzenesulfonimidamide FC1=C(C=C(C=C1)[S@](=O)(N)=NC(NC1=C2CCCC2=C(C=2CCCC12)F)=O)C(C)(C)O